OC1=C2C=CNC2=C(C=C1)C#N 4-hydroxyindole-7-carbonitrile